C(#N)C=1C=C(C(=NC1)C(=O)NC=1C=C2C(=NNC2=CC1)C=1SC(=CC1)C#N)C 5-Cyano-N-(3-(5-cyanothiophen-2-yl)-1H-indazol-5-yl)-3-methylpicolinamide